COC1C2(CC2)CCN1C(=O)OC(C)(C)C tert-butyl 4-methoxy-5-azaspiro[2.4]heptane-5-carboxylate